S(OC1=CC=C(C=C1)OCC1=C(C=C(C=C1F)C1=NOC=N1)F)(=O)(=O)F 4-((2,6-difluoro-4-(1,2,4-oxadiazol-3-yl)benzyl)oxy)phenyl sulfurofluoridate